N-(1-cyclohexyl-6-(5-methoxypyridin-3-yl)-1H-pyrazolo[3,4-d]pyrimidin-4-yl)-5-nitrothiophene-2-carboxamide C1(CCCCC1)N1N=CC=2C1=NC(=NC2NC(=O)C=2SC(=CC2)[N+](=O)[O-])C=2C=NC=C(C2)OC